BrC1=CN(C2=C1C(=NC=C2)Cl)[C@@H]2[C@H](COC2)O (3R,4S)-4-{3-bromo-4-chloro-1H-pyrrolo[3,2-c]pyridin-1-yl}oxolan-3-ol